6-cyclopropylnicotinamide C1(CC1)C1=NC=C(C(=O)N)C=C1